NCCCC1=C(C(=C(C=C1)C)CCCN)CCCN tris(aminopropyl)-methylbenzene